3-methyl-6-(4-fluorophenyl)-1H-indole-2-carboxylic acid CC1=C(NC2=CC(=CC=C12)C1=CC=C(C=C1)F)C(=O)O